ClC=1C=C2C(=CC1)NC(C21CCN(CC1)CCOC1=CC(=C(C=C1)C(=O)N1CC(C1)S(=O)(=O)C)F)=O 5-chloro-1'-(2-[3-fluoro-4-(3-methanesulfonylazetidine-1-carbonyl)phenoxy]ethyl)-1,2-dihydrospiro[indole-3,4'-piperidin]-2-one